((S)-3-(((benzyloxy)carbonyl)amino)-4-(((7R,8S)-7-(ethoxycarbonyl)-1,4-dioxaspiro[4.5]decan-8-yl)amino)-4-oxobutyl)dimethylsulfonium iodide [I-].C(C1=CC=CC=C1)OC(=O)N[C@@H](CC[S+](C)C)C(=O)N[C@@H]1[C@@H](CC2(OCCO2)CC1)C(=O)OCC